C(#N)C=1N=C(C2=C(N1)N(C=C2)[C@H]2[C@@H]([C@@H]([C@H](O2)COCP(O)(O)=O)O)O)N2CCCCC2 [(2R,3S,4R,5R)-5-[2-cyano-4-(1-piperidyl)-pyrrolo[2,3-d]-pyrimidin-7-yl]-3,4-dihydroxy-tetrahydro-furan-2-yl]methoxy-methylphosphonic acid